BrC1=CC=C(C=C1)/C=C/CC(=O)OC methyl (E)-4-(4-bromophenyl)but-3-enoate